O1S(O[C@H]2[C@@H]1CCC2)(=O)=O (3aR,6aS)-tetrahydro-4H-cyclopenta[d][1,3,2]dioxathiole 2,2-dioxide